(2S)-tert-butyl 2-((tert-butoxycarbonyl)amino)-4-(4,4,4-trifluorobutylsulfonimidoyl)butanoate C(C)(C)(C)OC(=O)N[C@H](C(=O)OC(C)(C)C)CCS(=O)(=N)CCCC(F)(F)F